Cl.C(C)O[C@@H]1C[C@H](N(CC1)CC1=C2C=CNC2=C(C=C1OC)C)C1=CC=C(C(=O)O)C=C1 4-((2s,4s)-(4-ethoxy-1-((5-methoxy-7-methyl-1H-indol-4-yl)methyl)piperidin-2-yl))benzoic acid hydrochloride